COC(=O)C1=CC=C(C=C1)C1=CC=C(C=C1)C(=O)NC1=CC=C(C=C1)C1=CC=C(S1)C(=O)NC1=CC=C(C2=CC=CC=C12)C(=O)O 4-(5-{4-[4'-(methoxycarbonyl)-[1,1'-biphenyl]-4-amido]phenyl}thiophene-2-amido)naphthalene-1-carboxylic acid